(S)-8-(2-amino-6-((R)-1-(5-chloro-3'-(piperazine-1-carbonyl)-[1,1'-biphenyl]-2-yl)-2,2,2-trifluoroethoxy)pyrimidin-4-yl)-2,8-diazaspiro[4.5]decane-3-carboxylic acid NC1=NC(=CC(=N1)N1CCC2(C[C@H](NC2)C(=O)O)CC1)O[C@@H](C(F)(F)F)C1=C(C=C(C=C1)Cl)C1=CC(=CC=C1)C(=O)N1CCNCC1